3-(4-bromo-1H-indol-3-yl)-4-(1-methyl-1H-indol-3-yl)-1-phenyl-1H-pyrrole-2,5-dione BrC1=C2C(=CNC2=CC=C1)C=1C(N(C(C1C1=CN(C2=CC=CC=C12)C)=O)C1=CC=CC=C1)=O